C(CCCCCCCCCCCCCCC)[Si](OC)(OC)OC Hexadecyltrimethoxysilan